C(C)S1C(=NC(=C1C(=O)O)C)NC1=NC(=CC(=N1)NCC1=CC(=C(C=C1)OC)OC)C1=CN=CO1 ethyl-2-[[4-[[(3,4-dimethoxyphenyl)methyl]amino]-6-(5-oxazolyl)-2-pyrimidinyl]amino]-4-methyl-5-thiazolecarboxylic acid